C1(CC1)C=1C=C2C(=NC(=NC2=C(C1C1=C2C=NNC2=CC(=C1C)F)OCC1=CC=C(C(=O)OC(C)(C)C)C=C1)OC[C@H]1CN(CC1)C)O Tert-butyl 4-({[6-cyclopropyl-7-(6-fluoro-5-methyl-1H-indazol-4-yl)-4-hydroxy-2-{[(3R)-1-methylpyrrolidin-3-yl]methoxy}quinazolin-8-yl]oxy}methyl)benzoate